NCC1CCC=2C=C(C(=C(C2C1)F)N1CC(NS1(=O)=O)=O)O 5-[7-(aminomethyl)-1-fluoro-3-hydroxy-5,6,7,8-tetrahydronaphthalen-2-yl]-1λ6,2,5-thiadiazolidine-1,1,3-trione